CC(\C=C/C)(CCC=C(C)C)O (Z)-4,8-dimethylnona-2,7-dien-4-ol